C1CCC12CCN(CC2)CC2=CC=1N(C(=C2)C=2C=C3CN(C(C3=CC2)=O)C2C(NC(CC2)=O)=O)C=NC1 3-(5-(7-((7-azaspiro[3.5]nonan-7-yl)methyl)imidazo[1,5-a]pyridin-5-yl)-1-oxoisoindolin-2-yl)piperidine-2,6-dione